N-(1-(2,6-dioxopiperidin-3-yl)-3-methyl-2-oxo-2,3-dihydro-1H-benzo[d]imidazol-4-yl)-8-morpholinooctanamide O=C1NC(CCC1N1C(N(C2=C1C=CC=C2NC(CCCCCCCN2CCOCC2)=O)C)=O)=O